O1C2N(C(C13CCNCC3)=O)CCC2 tetrahydro-3'H-spiro[piperidine-4,2'-pyrrolo[2,1-b]oxazol]-3'-one